tert-Butyl (2-(3-(phenylthio)propanamido)ethyl)carbamate C1(=CC=CC=C1)SCCC(=O)NCCNC(OC(C)(C)C)=O